CC1=C(OC2=C(C=C(C=C2C1=O)C)[C@@H](C)NC1=C(C(=O)N)C=CC=C1)C1=CC2=CN(N=C2C=C1)C 2-[[(1R)-1-[3,6-Dimethyl-2-(2-methylindazol-5-yl)-4-oxo-chromen-8-yl]-ethyl]amino]benzamide